2-[4'-fluoro-2'-oxo-3-(1H-pyrazolo[4,3-b]pyridin-5-yloxy)spiro[cyclobutane-1,3'-indoline]-1'-yl]acetic acid FC1=C2C3(C(N(C2=CC=C1)CC(=O)O)=O)CC(C3)OC3=CC=C1C(=N3)C=NN1